N-(4-{1-[(2,6-dimethoxyphenyl)carbonyl]piperidin-4-yl}butyl)-1H-pyrrolo[3,2-c]pyridine-2-carboxamide COC1=C(C(=CC=C1)OC)C(=O)N1CCC(CC1)CCCCNC(=O)C1=CC=2C=NC=CC2N1